C(C1=CC=CC=C1)OC=1C(=C(OCCCCN2CCOCC2)C=CC1)[N+](=O)[O-] 4-{4-[3-(Benzyloxy)-2-nitrophenoxy]butyl}morpholine